[Ca].[Mg].[Sr] strontium-magnesium-calcium